(1-(tetrahydro-2H-pyran-2-yl)-1H-1,2,4-triazol-5-yl)zinc O1C(CCCC1)N1N=CN=C1[Zn]